2-butyl-1-(5-((2-methyl-2-morpholinopropyl)amino)pentyl)-1H-imidazo[4,5-d]thieno[3,2-b]pyridin-4-amine C(CCC)C1=NC=2C(=C3C(=NC2N)C=CS3)N1CCCCCNCC(C)(N1CCOCC1)C